4-{[(1aR,5aR)-2-(2,4-difluoro-phenyl)-1a,2,5,5a-tetrahydro-1H-2,3-diaza-cyclopropa[a]pentalene-4-carbonyl]-amino}-1-methyl-piperidine-4-carboxylic acid methyl ester COC(=O)C1(CCN(CC1)C)NC(=O)C=1C=2C[C@@H]3[C@H](C2N(N1)C1=C(C=C(C=C1)F)F)C3